C(CCC)(=O)OC=1C=C2C(=CNC2=CC1)CCN(C)CC=C 3-(2-(allyl (methyl) amino) ethyl)-1H-indol-5-yl butyrate